1-(3-((2-((2-ethyl-4-(hexahydropyrrolo[1,2-a]pyrazin-2(1H)-yl)phenyl)amino)-5-(trifluoromethyl)pyrimidin-4-yl)amino)propyl)-3,3-dimethylpyrrolidin-2-one C(C)C1=C(C=CC(=C1)N1CC2N(CC1)CCC2)NC2=NC=C(C(=N2)NCCCN2C(C(CC2)(C)C)=O)C(F)(F)F